5-(2-aminopropan-2-yl)-N-(2-(2-fluoropropan-2-yl)pyrimidin-4-yl)-8-methoxy-2,7-naphthyridin-3-amine NC(C)(C)C1=C2C=C(N=CC2=C(N=C1)OC)NC1=NC(=NC=C1)C(C)(C)F